CC1=C(C=2C(C3=CC=CC=C3OC2C=C1)=O)C Dimethylxanthenone